6-chloro-8-fluoro-3,4-dihydronaphthalen-2(1H)-one ClC=1C=C2CCC(CC2=C(C1)F)=O